(R)-N-(1-(2-(4H-1,2,4-triazol-4-yl)quinolin-4-yl)ethyl)-5-(aminomethyl)-2-methylbenzamide N=1N=CN(C1)C1=NC2=CC=CC=C2C(=C1)[C@@H](C)NC(C1=C(C=CC(=C1)CN)C)=O